1-amino-N-(2-ethoxy-5-(4-methylpiperazin-1-ylsulfonyl)benzoyl)-4-formyl-3-methyl-5-propyl-1H-pyrrole-2-carboxamide NN1C(=C(C(=C1CCC)C=O)C)C(=O)NC(C1=C(C=CC(=C1)S(=O)(=O)N1CCN(CC1)C)OCC)=O